1-(4-methoxyphenyl)ethan-1-ol COC1=CC=C(C=C1)C(C)O